C(C)(=O)[O-].[Zn+2].[OH-].[K+] potassium hydroxide zinc acetate